NCCOCCN1N=NC=C1 1-(2-(2-aminoethoxy)ethyl)-1H-1,2,3-triazol